NC=1C=2N(C=CN1)C(=NC2C2=CC=C(C(=O)NC1=NC=CC(=C1)C(F)(F)F)C=C2)[C@H]2N(CCCC2)C(=O)C2=NC(=NC=C2)Cl (S)-4-(8-amino-3-(1-(2-chloropyrimidine-4-carbonyl)piperidin-2-yl)imidazo[1,5-a]pyrazin-1-yl)-N-(4-(trifluoromethyl)pyridin-2-yl)benzamide